[Si]12(OCCN(CCO1)CCO2)CCCNC(=O)N 1-(3-(2,8,9-trioxa-5-aza-1-silabicyclo[3.3.3]undecan-1-yl)propyl)urea